FC(OC=1C=C(C=CC1)CC(=O)NC1=NN=C(S1)CCCCN1N=NC(=C1)C(=O)NCC1=CC(=CC=C1)OC(F)(F)F)(F)F 1-[4-(5-{2-[3-(trifluoromethoxy)phenyl]acetamido}-1,3,4-thiadiazol-2-yl)butyl]-N-{[3-(trifluoromethoxy)phenyl]methyl}-1H-1,2,3-triazole-4-carboxamide